N-(3-chloro-2-fluorophenyl)-6-(2,6-diazaspiro[3.5]nonan-2-yl)pyrido[3,2-d]pyrimidin-4-amine ClC=1C(=C(C=CC1)NC=1C2=C(N=CN1)C=CC(=N2)N2CC1(C2)CNCCC1)F